tert-butyl ((S)-2-((2',5'-dimethyl-[3,4'-bipyridin]-6-yl)amino)-1-((1r,4S)-4-methylcyclohexyl)-2-oxoethyl)carbamate CC1=NC=C(C(=C1)C=1C=NC(=CC1)NC([C@H](C1CCC(CC1)C)NC(OC(C)(C)C)=O)=O)C